nicotine gamma-resorcylate C(C=1C(O)=CC=CC1O)(=O)O.N1=CC=CC(=C1)C1N(C)CCC1